BrC=1C(=CC(=NC1)C(=O)OC)OC methyl 5-bromo-4-methoxy-pyridine-2-carboxylate